CN1N=CC(=C1C1=C(C=C(C=N1)N[C@H](C(=O)O)C)F)C (S)-2-((6-(1,4-dimethyl-1H-pyrazol-5-yl)-5-fluoropyridin-3-yl)amino)propanoic acid